FC1=C(C(=O)C=2C=C(N(C2)C)C(=O)N2C[C@@H](CC2)N(C(C)=O)C)C=CC=C1 (R)-N-(1-(4-(2-fluorobenzoyl)-1-methyl-1H-pyrrole-2-carbonyl)pyrrolidin-3-yl)-N-methylacetamide